CCCCCCCCC(CCCCCCCC)OC(CCCCCN(CCCCCCCC(=O)OCCCCCCC)CCO)=O heptyl 8-((6-(heptadecan-9-yloxy)-6-oxohexyl)(2-hydroxyethyl)amino)octanoate